N-(3-methoxybenzyl)eicos-5-enamide COC=1C=C(CNC(CCCC=CCCCCCCCCCCCCCC)=O)C=CC1